(E)-(1,2-diphenylvinyl) (4-methylphenyl) sulfide CC1=CC=C(C=C1)S\C(=C\C1=CC=CC=C1)\C1=CC=CC=C1